5,7-dihydroxy-3-(5-hydroxy-2,2-dimethyl-2H-1-Benzopyran-6-yl)-4H-1-benzopyran-4-one OC1=CC(=CC2=C1C(C(=CO2)C=2C=CC1=C(C=CC(O1)(C)C)C2O)=O)O